C1=CC=C(C(=C1)CCl)[N+](=O)[O-] o-nitrobenzyl chloride